(S)-2-azido-3-(4-((fluorosulfonyl)oxy)phenyl)propanoic acid N(=[N+]=[N-])[C@H](C(=O)O)CC1=CC=C(C=C1)OS(=O)(=O)F